CO[C@H]1[C@@H](O[C@@H]([C@H]1O)CO)N1C=NC=2C(N)=NC(=NC12)N 2'-O-Methyl-2-aminoadenosine